N,N'-diallyl-octadecandiamide C(C=C)NC(CCCCCCCCCCCCCCCCC(=O)NCC=C)=O